OC[C@H](C1=CC=CC=C1)NC1=NC(=NC=C1C(=O)O)NC1=CC=C2C(=N1)C(OC2OC)(C)C 4-(((S)-2-hydroxy-1-phenylethyl)amino)-2-((5-methoxy-7,7-dimethyl-5,7-dihydrofuro[3,4-b]pyridin-2-yl)amino)pyrimidine-5-carboxylic acid